(1-ethylazetidin-3-yl)-3-fluoro-5-((2-fluoro-4-((trimethylsilyl)ethynyl)phenyl)amino)isonicotinamide C(C)N1CC(C1)C=1C(=C(C(=O)N)C(=CN1)NC1=C(C=C(C=C1)C#C[Si](C)(C)C)F)F